C(C#C)N1C(/C(/C2=CC=CC=C12)=C/[N+](=O)[O-])=O (E)-1-propargyl-3-(nitromethylene)indol-2-one